2-(4-vinylbenzyl)-5,5'-methylenebis(2H-tetrazole) C(=C)C1=CC=C(CN2N=C(N=N2)CC=2N=NNN2)C=C1